C(C1=CC=CC=C1)OC1=CC=C(C=C1)C=1OC2=CC(=CC(=C2C(C1)=O)OC)OC 2-(4-(benzyloxy)phenyl)-5,7-dimethoxy-4H-chromen-4-one